C1=C(C=CC2=CC=CC=C12)C1=NC(=NC(=N1)C1=CC=CC=C1)C1=C(C=CC=C1)C1=CC=2C3(C4=CC=CC=C4C2C=C1)CCCC3 2-(naphthalen-2-yl)-4-phenyl-6-(2-(spiro[cyclopentane-1,9'-fluoren]-2'-yl)phenyl)-1,3,5-triazine